CC=1C=C(C=CC1OC1=CC2=C(N(N=N2)C)C=C1)NC=1C2=C(N=CN1)C=CC(=N2)N2CCN(C1(CC1)C2)C(C=C)=O 1-(7-(4-((3-methyl-4-((1-methyl-1H-benzo[d][1,2,3]triazol-5-yl)oxy)phenyl)amino)pyrido[3,2-d]pyrimidin-6-yl)-4,7-diazaspiro[2.5]octan-4-yl)prop-2-en-1-one